F[C@H]1[C@@]2(CC[C@](C[C@H]1N(C=1N=CC(=NC1)C1=C(C=C(C=C1)C=1C=NNC1)O)C)(N2)C)C 2-(5-(((1S,2R,3R,5R)-2-fluoro-1,5-dimethyl-8-azabicyclo[3.2.1]octan-3-yl)(methyl)amino)pyrazin-2-yl)-5-(1H-pyrazol-4-yl)phenol